CN(C1=CC=C(C=C1)C1=C(C(=CC(=C1)C)C)NC(CC1=CC=C(C=C1)F)=O)C N-(4'-Dimethylamino-3,5-dimethyl-biphenyl-2-yl)-2-(4-fluoro-phenyl)-acetamide